trihydroxymethyl propylidene triacrylate C(C=C)(=O)OC(O)(O)O.C(C=C)(=O)OC(CC)OC(C=C)=O